2-(decyldithio)ethan-1-ol C(CCCCCCCCC)SSCCO